Cl[C@H](CC1=COC2=C1C=CC=C2Cl)B2O[C@]1([C@@H]3C([C@H](C1CO2)C3)(C)C)C (1S,2S,6R,8S)-4-[(S)-1-Chloro-2-(7-chloro-benzofuran-3-yl)-ethyl]-2,9,9-trimethyl-3,5-dioxa-4-bora-tricyclo[6.1.1.02,7]decane